(+-)-2-METHYLBUTYL ACETATE C(C)(=O)OC[C@@H](CC)C |r|